Br\C(\C(=O)N)=C/N1N=C(N=C1)Br (Z)-2-bromo-3-(3-bromo-1H-1,2,4-triazol-1-yl)acrylamide